4-[2-(2,2,2-trifluoroethoxy)phenyl]-2-[5-(trifluoromethoxy)pyridin-2-yl]-2,3-dihydro-1H-pyrrolo[3,4-c]pyridin-1-one FC(COC1=C(C=CC=C1)C1=NC=CC2=C1CN(C2=O)C2=NC=C(C=C2)OC(F)(F)F)(F)F